C(#N)C1=C(SC2=C1C(=NC=C2F)C=2C1=C(C=3C=NC(=NC3C2F)OC[C@@H]2N(CC2)C)COC1)NC(OC(C)(C)C)=O tert-Butyl N-[3-cyano-7-fluoro-4-[5-fluoro-3-[[(2R)-1-methylazetidin-2-yl]methoxy]-7,9-dihydrofuro[3,4-f]quinazolin-6-yl]thieno[3,2-c]pyridin-2-yl]carbamate